(5S)-5-(3,5-difluorophenyl)-2-{trans-3-[4-(trifluoromethyl)phenoxy]cyclobutyl}-2,5,6,7-tetrahydro-3H-pyrrolo[2,1-c][1,2,4]triazol-3-one FC=1C=C(C=C(C1)F)[C@@H]1CCC2=NN(C(N21)=O)[C@@H]2C[C@H](C2)OC2=CC=C(C=C2)C(F)(F)F